C1(CC1)C=1N=NN(C1)[C@H](C(=O)N1[C@@H](C[C@H](C1)O)C(=O)NCC=1C2=C(C=NC1)CCC2)C(C)(C)C (2S,4r)-1-[(2S)-2-(4-cyclopropyl-triazol-1-yl)-3,3-dimethyl-butyryl]-N-(6,7-dihydro-5H-cyclopenta[c]pyridin-4-ylmethyl)-4-hydroxy-pyrrolidine-2-carboxamide